4-(2-aminothiazol-5-yl)-N-methylbenzamide TFA salt OC(=O)C(F)(F)F.NC=1SC(=CN1)C1=CC=C(C(=O)NC)C=C1